BrC=1C(=NC=CC1C(F)(F)F)C 3-bromo-2-methyl-4-(trifluoromethyl)pyridine